OC[C@H]1O[C@@]2([C@@H]([C@H]([C@H]1O)N1N=NC(=C1)C1=CC(=C(C(=C1)F)F)F)O)SCCCC2 (2R,3R,4S,5R,6R)-2-(hydroxymethyl)-4-(4-(3,4,5-trifluorophenyl)-1H-1,2,3-triazole-1-yl)-1-oxa-7-thiaspiro[5.5]undecane-3,5-diol